2-fluoro-1,4-dimethoxybenzene FC1=C(C=CC(=C1)OC)OC